COCOC1=C(C=CC(=C1)C(F)(F)F)C1=C(C2=C(N=N1)N(CC2)[C@H]2CN(CCC2)C)C(F)(F)F (R)-3-(2-(methoxymethoxy)-4-(trifluoromethyl)phenyl)-7-(1-methylpiperidin-3-yl)-4-(trifluoromethyl)-6,7-dihydro-5H-pyrrolo[2,3-c]pyridazine